2-({2-[(4-Chloro-2-fluorophenyl)methoxy]-3-(trifluoromethyl)-5,6,7,8-tetrahydro-1,7-naphthyridin-7-yl}methyl)-1-methyl-1H-1,3-benzodiazole-6-carboxylic acid ClC1=CC(=C(C=C1)COC1=NC=2CN(CCC2C=C1C(F)(F)F)CC1=NC2=C(N1C)C=C(C=C2)C(=O)O)F